8-((cyclopropylmethyl)(2'-methyl-[1,1'-biphenyl]-3-yl)amino)-5-methyl-6-oxo-5,6-dihydro-1,5-naphthyridine-2-carbonitrile C1(CC1)CN(C1=CC(N(C=2C=CC(=NC12)C#N)C)=O)C=1C=C(C=CC1)C1=C(C=CC=C1)C